N-(PIPERIDIN-3-YL)METHANESULFONAMIDE N1CC(CCC1)NS(=O)(=O)C